FC1=C(COC2CN(C2)C(=O)N2CC3(C2)CC(C3)C3=NC(=NN3)C3(CC3)O)C=CC(=C1)S(=O)(=N)C(F)(F)F [3-[2-fluoro-4-(trifluoromethyl-sulfonimidoyl)benzyl]oxyazetidin-1-yl]-[6-[3-(1-hydroxycyclopropyl)-1H-1,2,4-triazol-5-yl]-2-azaspiro[3.3]heptan-2-yl]methanone